2,2'-ethylidenebis(6-tert-butyl-4-isobutylphenol) C(C)(C1=C(C(=CC(=C1)CC(C)C)C(C)(C)C)O)C1=C(C(=CC(=C1)CC(C)C)C(C)(C)C)O